C(#N)C1=C(C=C(OC2CCC(CC2)NC(OC(C)(C)C)=O)C=C1)OC(F)(F)F tert-butyl ((1r,4r)-4-(4-cyano-3-(trifluoromethoxy)phenoxy) cyclohexyl)carbamate